OCCONC(=O)C=1C=CC=2N(C1)C=NC2 N-(2-hydroxyethoxy)imidazo[1,5-a]pyridine-6-carboxamide